2,3,7-trimethoxy-10-tolyl-5,10-dihydro-11H-dibenzo[b,e][1,4]diazepin-11-one COC1=CC2=C(NC3=C(N(C2=O)C2=C(C=CC=C2)C)C=CC(=C3)OC)C=C1OC